C(C)OC(CC=1C(=NC(=NC1)SC)NC1CCCC1)=O [4-(cyclopentylamino)-2-methylsulfanyl-pyrimidin-5-yl]Acetic acid ethyl ester